C1(=CC=CC=C1)C1=CC=C(C=C1)C1=CC=C(C=C1)N ([1,1':4',1'']terphenyl-4''-yl)-Amin